C1(=CC=C(C=C1)P(C1=C(SC=C1P(C1=CC=C(C=C1)C)C1=CC=C(C=C1)C)C1CCCC1)C1=CC=C(C=C1)C)C 3,4-bis(di-p-tolylphosphino)-2-cyclopentyl-thiophene